S1C(=NC2=C1C=CC=C2)NC2=CC1=C(N=N2)N(CCC1)C=1SC=CN1 2-{3-[(1,3-Benzothiazol-2-yl)amino]-5H,6H,7H,8H-pyrido[2,3-c]pyridazin-8-yl}-1,3-thiazole